tert-butyl-3-(3-(1,1-dioxido-4-oxo-1,2,5-thiadiazolidin-2-yl)-2-fluoro-4-hydroxy-6-methylbenzylidene)pyrrolidine-1-carboxylate C(C)(C)(C)OC(=O)N1CC(CC1)=CC1=C(C(=C(C=C1C)O)N1S(NC(C1)=O)(=O)=O)F